C(C)N1CC2=C(CC1)N=C(S2)C2=NNC(=C2C(C)C)C=2C=C(C=1N(C2)N=CN1)OC 5-ethyl-2-(4-isopropyl-5-(8-methoxy-[1,2,4]triazolo[1,5-a]pyridin-6-yl)-1H-pyrazol-3-yl)-4,5,6,7-tetrahydrothiazolo[5,4-c]pyridine